ClC1=C(C=CC=C1)N1N=CC(=C1C(F)(F)F)C(=O)NC1=CC(=C(C=C1)OC1=C2C(=NC=C1)NC(N2C(C)C)=O)F 1-(2-chlorophenyl)-N-(3-fluoro-4-((1-isopropyl-2-oxo-2,3-dihydro-1H-imidazo[4,5-b]pyridine-7-yl)oxy)phenyl)-5-(trifluoromethyl)-1H-pyrazole-4-carboxamide